N-[2-[2-[2-[2-(2-trityloxyethoxy)ethoxy]ethoxy]ethoxy]ethyl]octan-1-amine C(C1=CC=CC=C1)(C1=CC=CC=C1)(C1=CC=CC=C1)OCCOCCOCCOCCOCCNCCCCCCCC